F[C@@H]1[C@@H](C1)C(=O)NC=1N=NC2=C(C=C(C=C2C1)C=1C=NN(C1)C)NC(OC(C)(C)C)=O tert-butyl N-[3-[[(1S,2S)-2-fluorocyclopropanecarbonyl]amino]-6-(1-methylpyrazol-4-yl)cinnolin-8-yl]carbamate